OC=1C=C(C2=CC=CC=C2C1)C1=CC=C2C(=NC(=NC2=C1)OC[C@H]1N(CCC1)C)N1[C@H]2CN(C[C@@H]1CC2)C(CC2CNCCC2)=O 1-((1R,5S)-8-(7-(3-hydroxynaphthalen-1-yl)-2-(((S)-1-methylpyrrolidin-2-yl)methoxy)quinazolin-4-yl)-3,8-diazabicyclo[3.2.1]octan-3-yl)-2-(piperidin-3-yl)ethan-1-one